2-(imidazole-1-yl)phenol N1(C=NC=C1)C1=C(C=CC=C1)O